C(C)N1C(=NNC1=O)CO 4-ethyl-3-(hydroxymethyl)-1H-1,2,4-triazol-5-one